4-(benzyloxy)-2-bromophenol C(C1=CC=CC=C1)OC1=CC(=C(C=C1)O)Br